(4-fluorophenyl)-6H-1,3-thiazin-2-amine FC1=CC=C(C=C1)C=1N=C(SCC1)N